ClC=1C=NC(=C(C(=O)NC2=CC(=C(C=C2)F)C#N)C1)N1CCC(CCC1)(F)F 5-chloro-N-(3-cyano-4-fluorophenyl)-2-(4,4-difluoroazepan-1-yl)nicotinamide